OC/C(=C/COP(O)(=O)OP(=O)(O)O)/C.C(#N)C1=CC=C(C=C1)C=1N=C2C(=NC1)N=C(S2)C2=NC=CC(=C2C2=C(C=CC=C2)C#C)C(=O)N (6-(4-cyanophenyl)thiazolo[4,5-b]pyrazin-2-yl)-3-(2-ethynylphenyl)pyridine-4-carboxamide (e)-4-hydroxy-3-methyl-but-2-enyl-pyrophosphate